1-(4-(4,4,5,5-tetramethyl-1,3,2-dioxaborolan-2-yl)benzyl)-1H-tetrazole CC1(OB(OC1(C)C)C1=CC=C(CN2N=NN=C2)C=C1)C